C(C)(C)(C)C1COC=2C(=NC(=C(C2)OCCCOC)CC)C=2NC(C(=C(C21)O)C(=O)O)=O 7-(tert-butyl)-2-ethyl-8-hydroxy-3-(3-methoxypropoxy)-10-oxo-6,7,10,11-tetrahydrooxepino[3,2-b:4,5-b']dipyridine-9-carboxylic acid